FC(C(C(C(F)(F)F)(F)F)(C(F)(F)F)F)(F)F perfluoro-2-methylbutane